(tert-butylimino)tris(ethylmethylamino)tantalum C(C)(C)(C)N=[Ta](N(CC)C)(N(CC)C)N(C)CC